1-((tetrahydro-2H-pyran-3-yl)methyl)-4-(4,4,5,5-tetramethyl-1,3,2-dioxaborolan-2-yl)-1H-pyrazole O1CC(CCC1)CN1N=CC(=C1)B1OC(C(O1)(C)C)(C)C